C1(=CC=CC2=CC=CC=C12)C1C(CC12CCC2)C#N 1-(Naphthalen-1-yl)spiro[3.3]heptane-2-carbonitrile